2-((3,5-dimethyl-4-(4,4,5,5-tetramethyl-1,3,2-dioxaborolan-2-yl)phenyl)amino)-1-(3-fluorophenyl)-2-oxoethyl acetate C(C)(=O)OC(C(=O)NC1=CC(=C(C(=C1)C)B1OC(C(O1)(C)C)(C)C)C)C1=CC(=CC=C1)F